1,2-dimethyl-4,5-dicarboxy-cyclohexene CC1=C(CC(C(C1)C(=O)O)C(=O)O)C